C(C)C=1C(NC=2C=C(C=NC2C1)CN1C[C@H](N(CC1)C=1C=CC(=NC1)C(=O)NC([2H])([2H])[2H])C)=O (R)-5-(4-((7-ethyl-6-oxo-5H-1,5-naphthyridin-3-yl)methyl)-2-methylpiperazine-1-yl)-N-(methyl-d3)pyridine-2-carboxamide